F[C@H]1[C@@]2(C=C[C@H](C[C@H]1N(C1=CN=C(N=N1)C1=C(C=C(C=C1)C1=CC(=NC=C1)OC)O)C)N2)C 2-(6-(((1S,2R,3R,5S)-2-fluoro-1-methyl-8-azabicyclo[3.2.1]oct-6-en-3-yl)(methyl)amino)-1,2,4-triazin-3-yl)-5-(2-methoxypyridin-4-yl)phenol